2-(((benzyloxy)carbonyl)amino)-3-(6,7-dimethylthieno[3,2-b]pyridine-2-carboxamido)propanoate C(C1=CC=CC=C1)OC(=O)NC(C(=O)[O-])CNC(=O)C1=CC2=NC=C(C(=C2S1)C)C